3,9-bis[1,1-dimethyl-2-[beta-(3-tert-butyl-4-hydroxy-5-methylphenyl)propionyloxy]ethyl]-2,4,8,10-tetraoxaspiro[5.5]undecane CC(COC(CCC1=CC(=C(C(=C1)C)O)C(C)(C)C)=O)(C)C1OCC2(CO1)COC(OC2)C(COC(CCC2=CC(=C(C(=C2)C)O)C(C)(C)C)=O)(C)C